2-Octyldecyl 8-Oxopentadecanoate O=C(CCCCCCC(=O)OCC(CCCCCCCC)CCCCCCCC)CCCCCCC